C(C1=CC=CC=C1)OC(=O)NC1[C@@H]2CN(C[C@H]12)C(=O)OC(C)(C)C tert-butyl (1R,5S,6s)-6-(((benzyloxy)carbonyl)amino)-3-azabicyclo[3.1.0]hexane-3-carboxylate